ClC1=C(C=C(S1)C(=O)N)C1=C(C=NN1C)Cl (E)-5-chloro-4-(4-chloro-1-methyl-1H-pyrazol-5-yl)-2-thiophenecarboxamide